O1CCCOC2=C1C=CC(=C2)C=CC(=O)C2=C(C=C(C=C2)C)O 3-(3,4-Dihydro-2H-1,5-benzodioxepin-7-yl)-1-(2-hydroxy-4-methylphenyl)prop-2-en-1-one